4,5-dihydro-1H-pyrazolo[4,3-c]pyridin N1N=CC=2CNC=CC21